C1(=CC=CC=C1)[C@H]1[C@@H](CN(C1)C(=O)OC(C)(C)C)C(NC1=CC(=CC=C1)C=1C=NC=CC1)=O |r| tert-Butyl (±)-trans-4-phenyl-3-{[3-(pyridin-3-yl)phenyl]carbamoyl}pyrrolidine-1-carboxylate